tert-butyl 4-(7-(2-((tert-butoxycarbonyl)amino)-7-fluorobenzo[d]thiazol-4-yl)-6-cyano-8-fluoroquinazolin-4-yl)piperazine-1-carboxylate C(C)(C)(C)OC(=O)NC=1SC2=C(N1)C(=CC=C2F)C2=C(C=C1C(=NC=NC1=C2F)N2CCN(CC2)C(=O)OC(C)(C)C)C#N